C(#N)C1=C(C(=O)OC)C=CC(=C1)CC[C@@H](C=O)O methyl 2-cyano-4-[(3S)-3-hydroxy-4-oxo-butyl]benzoate